L-alpha-aspartyl-L-isoleucine N[C@@H](CC(O)=O)C(=O)N[C@@H]([C@@H](C)CC)C(=O)O